IC1=CC=C(N=N1)N(C1CC(N(CC1)C(=O)[O-])C)C 4-[(6-iodopyridazin-3-yl)(methyl)amino]-2-methylpiperidine-1-carboxylate